ClC=1C(=NC(=NC1)NC=1C=NN(C1)C)NC=1C=C(C=CC1F)NC(\C=C\COC)=O (E)-N-(3-((5-chloro-2-((1-methyl-1H-pyrazol-4-yl)amino)pyrimidin-4-yl)amino)-4-fluorophenyl)-4-methoxybut-2-enamide